COC1=CC=C(/C=C/C2=NC(=C3C(=N2)N(N=C3)C)NC(=O)C=3SC(=CC3)[N+](=O)[O-])C=C1 (E)-N-(6-(4-methoxystyryl)-1-methyl-1H-pyrazolo[3,4-d]pyrimidin-4-yl)-5-nitrothiophene-2-carboxamide